5-methyl-N-[(5-phenyl-1,3,4-thiadiazol-2-yl)methyl]isoxazole-3-carboxamide CC1=CC(=NO1)C(=O)NCC=1SC(=NN1)C1=CC=CC=C1